COC(=O)C1=C(NC(=C(C1C1=CC=C(C=C1)C)C(=O)OC)C)CBr 2-bromomethyl-6-methyl-4-(4-methylphenyl)-1,4-dihydropyridine-3,5-dicarboxylic acid dimethyl ester